CN([C@@H]1CN(CC1)C(=O)OC(C)(C)C)C=1C=NC2=CC=CC=C2C1C tert-butyl (S)-3-(methyl(4-methylquinolin-3-yl)amino)pyrrolidine-1-carboxylate